C(=C)C1C(C1)CC=CC=O 4-(2-vinylcyclopropyl)but-2-enal